methyl 2-(4-hydroxy-piperidin-1-yl)-2-methylpropanoate OC1CCN(CC1)C(C(=O)OC)(C)C